Benzyl(((1R*,2R*,4R*)-1,2-dihydroxy-4-(methylsulfonyl)cyclohexyl)methyl)carbamate C(C1=CC=CC=C1)OC(NC[C@]1([C@@H](C[C@@H](CC1)S(=O)(=O)C)O)O)=O |o1:11,12,14|